2-(3,4-dichlorophenoxy)-N-[(3s,6r)-6-{5-[(1s,3s)-3-(difluoromethoxy)cyclobutyl]-1,3,4-oxadiazol-2-yl}piperidin-3-yl]acetamide ClC=1C=C(OCC(=O)N[C@@H]2CN[C@H](CC2)C=2OC(=NN2)C2CC(C2)OC(F)F)C=CC1Cl